(1R,2R)-2-(difluoromethoxy)-N-((5-(trifluoromethyl)pyridin-2-yl)methyl)cyclopentanamine FC(O[C@H]1[C@@H](CCC1)NCC1=NC=C(C=C1)C(F)(F)F)F